P(=O)(=O)SP(=O)=O.[In] indium phosphosulfide